N[C@H](CO)CN1N=C(C=C1)C1=CC=C(C=C1)OC1=NC=C(C=C1F)Cl (S)-2-amino-3-(3-(4-((5-chloro-3-fluoropyridin-2-yl)oxy)phenyl)-1H-pyrazol-1-yl)propan-1-ol